OC(COC1=CC=C(C=C1)C(C=CC1=CC=CC=C1)=O)COC1=CC=C(C=C1)C=CC(C1=CC=CC=C1)=O 1-[4-[2-Hydroxy-3-[4-(3-oxo-3-phenylprop-1-enyl)phenoxy]propoxy]phenyl]-3-phenylprop-2-en-1-one